Cl.N[C@H](C(=O)OCC1=CC=CC=C1)CNC([C@@H](C)NC(C1=CC(=CC=C1)NC=1NCC(CN1)F)=O)=O benzyl (2S)-2-amino-3-[[(2R)-2-[[3-[(5-fluoro-1,4,5,6-tetrahydropyrimidin-2-yl)amino]benzoyl]amino]propanoyl]amino]propanoate hydrochloride